o-(vinyloxybutyl)-n-triethoxysilylpropylcarbamate CCO[Si](CCCNC(=O)OCCCCOC=C)(OCC)OCC